BrC(C=1C=C(C=CC1)C[C@H](C(=O)OC(C)(C)C)[C@@H]1CN(CC1)C(=O)OC(C)(C)C)([2H])[2H] tert-butyl (R)-3-((S)-3-(3-(bromomethyl-d2)phenyl)-1-(tert-butoxy)-1-oxopropan-2-yl)pyrrolidine-1-carboxylate